6-hydroxy-4-methylpyridine-3-sulfonyl chloride OC1=CC(=C(C=N1)S(=O)(=O)Cl)C